(S)-2-amino-3-(5-borono-3-methylpyridin-2-yl)propionic acid N[C@H](C(=O)O)CC1=NC=C(C=C1C)B(O)O